NC=1C=CC(=C(C1)P(OCC)(OCC)=O)NS(=O)(=O)C1=CC=C(C=C1)CCCC diethyl (5-amino-2-((4-butylphenyl)sulfonamido)phenyl)phosphonate